(2-tert-butyl-5-methylphenylene) diphosphite O1P(OC2(C1C=C(C=C2)C)C(C)(C)C)OP([O-])[O-]